((2S,6R)-2,6-dimethylmorpholino)(3-(2,4,5-trifluoro-3-methoxyphenyl)isothiazol-5-yl)methanone C[C@@H]1O[C@@H](CN(C1)C(=O)C1=CC(=NS1)C1=C(C(=C(C(=C1)F)F)OC)F)C